C(C=C)(=O)OCCCCCCCCCCC[Si](OC)(OC)OC acryloyloxyundecyltrimethoxysilane